COC=1C=C(C=CC1OC)C1=C(C=2C(=NC=CN2)N1C(=O)[O-])C=C 6-(3,4-dimethoxyphenyl)-7-vinyl-5H-pyrrolo[2,3-b]pyrazine-5-carboxylate